1-[2-(4-chloro-3-fluorophenyl)-3-(pyridin-4-yl)-6,7-dihydropyrazolo[1,5-a]pyrazin-5(4H)-yl]prop-2-en-1-one ClC1=C(C=C(C=C1)C1=NN2C(CN(CC2)C(C=C)=O)=C1C1=CC=NC=C1)F